C(\C=C/C(=O)OCCCCC)(=O)O[Si](C(C)C)(C(C)C)C(C)C tri-iso-propylsilyl n-pentyl maleate